C(C)(=O)C=1C=C(C2=C(N=C(O2)N2CC3N(C(C2)C3)C(=O)OC(C)(C)C)C1)C=1SC=CN1 tert-Butyl 3-(5-acetyl-7-(thiazol-2-yl)benzo[d]oxazol-2-yl)-3,6-diazabicyclo[3.1.1]heptane-6-carboxylate